3-(6-(4-(tert-butoxycarbonyl)piperazin-1-yl)pyridin-3-yl)propanoic acid C(C)(C)(C)OC(=O)N1CCN(CC1)C1=CC=C(C=N1)CCC(=O)O